C(=O)C1=C(N=NN1C)C1=CC=C(C(=N1)C)O[C@@H]1C[C@H](CCC1)C(=O)OC(C)C Isopropyl (1S,3S)-3-((6-(5-formyl-1-methyl-1H-1,2,3-triazol-4-yl)-2-methylpyridin-3-yl)oxy)cyclohexane-1-carboxylate